epoxy-1,2-cyclohexanediol C12(C(CCCC1)(O2)O)O